6-methyl-4-(5-methyl-1H-indazol-4-yl)-2-(2-(2-propenoyl)-2,6-diazaspiro[3.4]octan-6-yl)-5,6,7,8-tetrahydro-1,6-naphthyridine-3-carbonitrile CN1CC=2C(=C(C(=NC2CC1)N1CC2(CN(C2)C(C=C)=O)CC1)C#N)C1=C2C=NNC2=CC=C1C